2-(methylpropionyloxymethyl)oxetane CC(C1OCC1)OC(CC)=O